2,5,8,12,15-pentaoxaheptadecan-17-amine COCCOCCOCCCOCCOCCN